(1S,3S)-N'-(4-Chlorobenzylidene)-1-methyl-2,3,4,9-tetrahydropyrido[3,4-b]indole-3-carbohydrazide ClC1=CC=C(C=NNC(=O)[C@@H]2CC3=C(NC4=CC=CC=C34)[C@@H](N2)C)C=C1